N-(2-chloro-5-(4-(piperazin-1-yl)quinazolin-6-yl)pyridin-3-yl)-2,4-difluorobenzenesulfonamide ClC1=NC=C(C=C1NS(=O)(=O)C1=C(C=C(C=C1)F)F)C=1C=C2C(=NC=NC2=CC1)N1CCNCC1